(6-((1,3-Dimethyl-1H-pyrrolo[2,3-b]pyridin-6-yl)methyl)-2-azaspiro[3.3]heptan-2-yl)((1s,3s)-3-hydroxy-3-methylcyclobutyl)methanone CN1C=C(C=2C1=NC(=CC2)CC2CC1(CN(C1)C(=O)C1CC(C1)(C)O)C2)C